[3-[3-(3,5-di-t-butyl-4-Hydroxyphenyl) propanoyloxy]-2,2-bis[3-(3,5-dit-butyl-4-hydroxyphenyl) propanoyloxymethyl]propyl]3-(3,5-di-t-butyl-4-hydroxyphenyl)propanoate C(C)(C)(C)C=1C=C(C=C(C1O)C(C)(C)C)CCC(=O)OCC(COC(CCC1=CC(=C(C(=C1)C(C)(C)C)O)C(C)(C)C)=O)(COC(CCC1=CC(=C(C(=C1)C(C)(C)C)O)C(C)(C)C)=O)COC(CCC1=CC(=C(C(=C1)C(C)(C)C)O)C(C)(C)C)=O